C1(CC(=O)OC(C)(C)O1)=O isopropylidene malonate